C[C@@H]1N(CC=2N(C1)N=CC2C(=O)O)C(NC2=CC(=C(C(=C2)F)F)F)=O (S)-6-Methyl-5-((3,4,5-trifluorophenyl)carbamoyl)-4,5,6,7-tetrahydropyrazolo[1,5-a]pyrazine-3-carboxylic acid